CC1CCCC(CCC1)C 3,7-dimethyl-cyclooctane